benzyloxycarboxylic chloride C(C1=CC=CC=C1)OC(=O)Cl